(2S,3S)-2-methyl-3-(((4-nitrophenoxy)carbonyl)oxy)pyrrolidine-1-carboxylic acid tert-butyl ester C(C)(C)(C)OC(=O)N1[C@H]([C@H](CC1)OC(=O)OC1=CC=C(C=C1)[N+](=O)[O-])C